ClC1=C(C=CC(=C1)Cl)C1=CC(=C(C=C1)C(=O)OCC)NC(=O)C1=CC=C(C=C1)O 2-{[2',4'-dichloro-4-(ethoxycarbonyl)-[1,1'-biphenyl]-3-yl]carbamoyl}-5-hydroxybenzene